methyl 2-amino-5-(4,4,5,5-tetramethyl-1,3,2-dioxaborolan-2-yl)benzoate NC1=C(C(=O)OC)C=C(C=C1)B1OC(C(O1)(C)C)(C)C